C1(CCC1)N(C1=CC=C(N=N1)C1=C(C=C(C=C1)C=1C=NNC1)O)C1CC(NC(C1)(C)C)(C)C 2-(6-(cyclobutyl(2,2,6,6-tetramethylpiperidin-4-yl)amino)pyridazin-3-yl)-5-(1H-pyrazol-4-yl)phenol